2-hydroxy-3-(pyrimidin-2-yl)propionic acid OC(C(=O)O)CC1=NC=CC=N1